2-benzyl 3-methyl (1R,5S)-4-(benzyloxy)-2-azabicyclo(3.2.0)heptane-2,3-dicarboxylate C(C1=CC=CC=C1)OC1C(N([C@@H]2CC[C@H]12)C(=O)OCC1=CC=CC=C1)C(=O)OC